2''-oxo-1'',2''-dihydrodispiro[cyclobutane-1,2'-pyrrolidine-3',3''-indole]-5'-carboxamide O=C1NC2=CC=CC=C2C12C1(NC(C2)C(=O)N)CCC1